ClC1=CC2=C(N(CCCC2NCCCC(=O)N2CCOCC2)C(=O)C2=C(C=C(C=C2)NC(C2=C(C=CC=C2)C)=O)C)C=C1 N-(4-(7-chloro-5-((4-morpholino-4-oxobutyl)amino)-2,3,4,5-tetrahydro-1H-benzo[b]azepine-1-carbonyl)-3-methylphenyl)-2-methylbenzamide